CC(=O)/C=C/C=C(/C(=O)O)\\[O-] The molecule is a 2-hydroxy-6-oxo-2,4-heptadienoate which has 2Z,4E configuration. Obtained by deprotonation of the carboxy group of (2Z,4E)-2-hydroxy-6-oxohepta-2,4-dienoic acid, it is the major species at pH 7.3. It is a conjugate base of a (2Z,4E)-2-hydroxy-6-oxohepta-2,4-dienoic acid.